N-(2-Aminophenyl)-N-cyclopropylmethanesulfonamide NC1=C(C=CC=C1)N(S(=O)(=O)C)C1CC1